3-((4-formyl-1H-indol-5-yl)oxy)benzonitrile C(=O)C1=C2C=CNC2=CC=C1OC=1C=C(C#N)C=CC1